C(#N)C1=CN(C2=CC=C(C=C12)NC(=O)C=1N=CNC(C1)=O)CC(C)(C)O N-[3-cyano-1-(2-hydroxy-2-methylpropyl)-1H-indol-5-yl]-6-oxo-1,6-dihydropyrimidine-4-carboxamide